3-bromo-5-cyclobutoxy-4-fluorobenzoic acid BrC=1C=C(C(=O)O)C=C(C1F)OC1CCC1